C(C)(C)(C)OC(=O)N\C(\NCCC[C@H](NC(=O)OC(C)(C)C)C(=O)ON1C(CCC1=O)=O)=N/C(=O)OC(C)(C)C 2,5-Dioxopyrrolidin-1-yl (Z)-Nω,Nω',N-tris(tert-butoxycarbonyl)-L-argininate